9-(4-chloro-2-fluoro-phenyl)-7-[(2R,4S)-2-(1-cyclopropylpyrazol-4-yl)tetrahydropyran-4-yl]-2-(difluoromethyl)-3-methyl-pyrazino[1,2-a]pyrimidin-4-one ClC1=CC(=C(C=C1)C1=NC(=CN2C1=NC(=C(C2=O)C)C(F)F)[C@@H]2C[C@@H](OCC2)C=2C=NN(C2)C2CC2)F